FC(C1(CC1)CCOC1=NN(C=C1)N1S(C=2N=CC(CCCCCC3CCN(C4=NC=CC=C4C1=O)C3)=CC2)(=O)=O)(F)F 3-{2-[1-(trifluoromethyl)cyclopropyl]ethoxyl-1H-pyrazol-1-yl}-2λ6-thia-3,9,11,22-tetraazatetracyclo[18.2.2.111,14.05,10]pentacosa-1(23),5,7,9,20(24),21-hexaene-2,2,4-trione